5-Methylfuran-2-sulfonamide CC1=CC=C(O1)S(=O)(=O)N